2,2-difluoro-1,3-benzodioxol-5-yl-1-N-{1-[(2R)-2,3-dihydroxypropyl]-6-fluoro-2-(1-hydroxy-2''-methylpropan-2-yl)-1H-indol-5-yl}cyclopropanecarboxamide FC1(OC2=C(O1)C=CC(=C2)C2(CC2)C(=O)NC=2C=C1C=C(N(C1=CC2F)C[C@H](CO)O)C(CO)(C)C)F